[N+](=[N-])=NS(=O)(=O)N diazosulphamide